N=1N(N=C2C1C=CC=C2)C2=C(C(=CC(=C2)C(C)(C)C)C(C)(C)C)O 2-(2H-benzotriazol-2-yl)-4,6-bis(1-methyl-1-methylethyl)phenol